ClC=1C=CC2=C([C@H](CC3=NC=CC=C3O2)CNC)C1 |o1:6| (S*)-1-(8-chloro-10,11-dihydrobenzo[6,7]oxepino[3,2-b]pyridin-10-yl)-N-methylmethanamine